FC1=C(C(=CC(=C1)C(C)C)F)N1N=C(C=C1)C=1C=CC(=C(C1)CNC(OC)=O)C methyl N-[[5-[1-[2,6-difluoro-4-(1-methyl ethyl)phenyl]-1H-pyrazol-3-yl]-2-methyl phenyl]methyl]carbamate